Cl.FC=1C=C(CN2C(N(C(C23CCNCC3)=O)C=3C=NC(=NC3)C(F)(F)F)=O)C=C(C1)F 1-(3,5-difluorobenzyl)-3-(2-(trifluoromethyl)pyrimidin-5-yl)-1,3,8-triazaspiro[4.5]decane-2,4-dione hydrochloride